1-(2-(4-bromophenyl)-1-chloroethyl)-3,5-bis(trifluoromethyl)benzene BrC1=CC=C(C=C1)CC(Cl)C1=CC(=CC(=C1)C(F)(F)F)C(F)(F)F